OC1=CC=C2C(C([C@@H](OC2=C1)C)C1=CC(=CC=C1)OC)C1=CC=C(C=C1)N1CCC(CC1)CN1CCN(CC1)C=1C=C2CN(C(C2=CC1)=O)C1C(NC(CC1)=O)=O 3-(5-(4-((1-(4-((2S)-7-hydroxy-3-(3-methoxyphenyl)-2-methylchroman-4-yl)phenyl)piperidin-4-yl)methyl)piperazin-1-yl)-1-oxoisoindolin-2-yl)piperidine-2,6-dione